(R)-2-Phenyl-N-(5-(3-((5-(2-phenylacetamido)-1,3,4-thiadiazol-2-yl)amino)pyrrolidin-1-yl)-1,3,4-thiadiazol-2-yl)acetamide C1(=CC=CC=C1)CC(=O)NC=1SC(=NN1)N1C[C@@H](CC1)NC=1SC(=NN1)NC(CC1=CC=CC=C1)=O